FC=1C=C(C=CC1)C=1C(=NN(C1C(=O)O)C=1SC(=C(N1)C1=CC=C(C=C1)C(F)(F)F)C=C(C)C)C 4-(3-fluorophenyl)-3-methyl-1-(5-(2-methylprop-1-en-1-yl)-4-(4-(trifluoromethyl)phenyl)thiazol-2-yl)-1H-pyrazole-5-carboxylic acid